N-(4-(4-amino-7-cyano-1-methyl-3-(4-((1-methyl-1H-pyrazol-3-yl)oxy)phenyl)-1H-pyrrolo[3,2-c]pyridin-2-yl)-3-fluorophenyl)-2-fluoroacrylamide NC1=NC=C(C2=C1C(=C(N2C)C2=C(C=C(C=C2)NC(C(=C)F)=O)F)C2=CC=C(C=C2)OC2=NN(C=C2)C)C#N